C(=O)(O)[SiH3] Carboxysilan